C(C(C)C)S(=O)(=O)O i-butyl-sulfonic acid